(4R)-4-[3-[3-[5-(2-Chloro-4-methylsulfonyl-phenyl)pyrazin-2-yl]azetidin-1-yl]-3-oxo-propyl]oxazolidin-2-one ClC1=C(C=CC(=C1)S(=O)(=O)C)C=1N=CC(=NC1)C1CN(C1)C(CC[C@H]1NC(OC1)=O)=O